O=C1N(CC=2C=C3C(=CC12)OCC31CCN(CC1)CC1=CC(=CC=C1)OC1=CC=CC=C1)C1C(NC(CC1)=O)=O 3-(7-oxo-1'-(3-phenoxybenzyl)-5,7-dihydro-2H,6H-spiro[furo[2,3-f]isoindole-3,4'-piperidin]-6-yl)piperidine-2,6-dione